CC1(NCC1N1CCC(CC1)N1N=CC(=C1C)C=1C=C(C=2N(C1)N=CC2C#N)N[C@H](C)C2=NC=CC=C2)C 6-[1-[1-(2,2-dimethylazetidin-3-yl)-4-piperidyl]-5-methyl-pyrazol-4-yl]-4-[[(1R)-1-(2-pyridyl)ethyl]amino]pyrazolo[1,5-a]pyridine-3-carbonitrile